C(C)(C)(C)OC(NC1CCC(CC1)C=O)=O ((1S,4S)-4-formylcyclohexyl)carbamic acid tert-butyl ester